[Si].[B].[Fe].[Nd] neodymium-iron-boron-silicon